C1(CC1)C=1N=NN(C1)[C@H](C(=O)N1[C@@H](C[C@H](C1)O)C(=O)NCCC1=NC=CC=N1)C(C)(C)C (2S,4r)-1-[(2S)-2-(4-cyclopropyl-triazol-1-yl)-3,3-dimethyl-butyryl]-4-hydroxy-N-(2-pyrimidin-2-ylethyl)pyrrolidine-2-carboxamide